(2-((1-((dimethylamino)methyl)cyclopropyl)methoxy)-4-(2-methylthiomorpholino)-5,7-dihydro-6H-pyrrolo[3,4-d]pyrimidin-6-yl)(3-hydroxy-8-iodonaphthalen-1-yl)methanone CN(C)CC1(CC1)COC=1N=C(C2=C(N1)CN(C2)C(=O)C2=CC(=CC1=CC=CC(=C21)I)O)N2CC(SCC2)C